C(C)(C)(C)OC(N(C)CCCCl)=O (3-chloro-propyl)-methyl-carbamic acid tert-butyl ester